2-(8-(4-guanidino-2-methylbenzoyloxy)-[1,2,4]triazolo[1,5-a]pyridin-5-yl)acetic acid N(C(=N)N)C1=CC(=C(C(=O)OC=2C=3N(C(=CC2)CC(=O)O)N=CN3)C=C1)C